1-Ethyl-3-butylpyrrolium triflat [O-]S(=O)(=O)C(F)(F)F.C(C)[NH+]1C=C(C=C1)CCCC